NCCN[C@@H](CS)C(=O)O (2-Aminoethyl)-cysteine